C(CCC)NC(OC#CCI)=O 3-Iodopropynyl butylcarbamate